5-phenyl-1-(4-vinylbenzyl)-1H-tetrazole C1(=CC=CC=C1)C1=NN=NN1CC1=CC=C(C=C1)C=C